tert-butyl 7-((5-morpholinopyridin-2-yl)amino)-1-oxo-4-(pyridin-4-yl)isoindoline-2-carboxylate O1CCN(CC1)C=1C=CC(=NC1)NC=1C=CC(=C2CN(C(C12)=O)C(=O)OC(C)(C)C)C1=CC=NC=C1